4-amino-N-(cyclopropylmethyl)-9H-pyrimido[4,5-b]indole-6-carboxamide NC1=NC=NC=2NC3=CC=C(C=C3C21)C(=O)NCC2CC2